FC1=C(OC2=C(N=C(S2)C(=O)[O-])C)C=CC(=C1)N1N=C2N(C1=O)[C@@H](CO2)C2=CC=CC=C2 (R)-5-(2-fluoro-4-(3-oxo-5-phenyl-5,6-dihydrooxazolo[2,3-c][1,2,4]triazol-2(3H)-yl)phenoxy)-4-methylthiazole-2-carboxylate